methyl 2-((((((9aR,10S)-10-(bis(4-fluorophenyl)methyl)-3,5-dioxo-5,7,8,9,9a,10-hexahydro-3H-pyrrolo[1',2':4,5]pyrazino[1,2-b]pyridazin-4-yl)oxy)methoxy)carbonyl)oxy)-2-methylpropanoate FC1=CC=C(C=C1)C([C@H]1[C@@H]2N(C(C=3N1N=CC(C3OCOC(=O)OC(C(=O)OC)(C)C)=O)=O)CCC2)C2=CC=C(C=C2)F